C(#N)CC1(CCN(CC1)C(C1=CC(=CC=C1)C(F)(F)F)=O)N1N=CC(=C1)C1=CC=CC=2N1N=C(N2)NC(=O)C2CC2 N-(5-(1-(4-(cyanomethyl)-1-(3-(trifluoromethyl)benzoyl)piperidin-4-yl)-1H-pyrazol-4-yl)-[1,2,4]triazolo[1,5-a]pyridin-2-yl)cyclopropylcarboxamide